FC1=C(CNC2=C3N=CN(C3=NC(=N2)C=2C=NC=C(C2)OC)[C@H]2[C@@H]([C@@H]([C@H](O2)C(=O)NC)O)O)C=C(C=C1)C (2s,3s,4r,5r)-5-(6-(2-fluoro-5-methylbenzylamino)-2-(5-methoxypyridin-3-yl)-9H-purin-9-yl)-3,4-dihydroxy-N-methyl-tetrahydrofuran-2-carboxamide